6'-sulfamoyl-2',3'-dihydrospiro[cyclohexane-1,1'-indene]-4-carboxylic acid S(N)(=O)(=O)C1=CC=C2CCC3(C2=C1)CCC(CC3)C(=O)O